C(C)(=O)N1CCC2(CC[C@@H]2NC(=O)NC2=NC=C(C(=C2)C2=C3N(N=C2)CC(C3)(C)C)Cl)CC1 (S)-1-(7-acetyl-7-azaspiro[3.5]non-1-yl)-3-(5-chloro-4-(5,5-dimethyl-5,6-dihydro-4H-pyrrolo[1,2-b]pyrazol-3-yl)pyridin-2-yl)urea